C(C1=CC=CC=C1)N1CC=2C(N(C=3N=CC=CC3C2CC1)CC1=NC=CC(=C1)Cl)=O 3-Benzyl-6-((4-chloropyridin-2-yl)methyl)-2,3,4,6-tetrahydropyrido[3,4-c][1,8]naphthyridine-5(1H)-one